C(CCCCCCCCCCCCC)(=O)[O-].[Na+] sodium myristate salt